N,N-dimethyl-4-((5-methyl-6-(8-methyl-[1,2,4]triazolo[1,5-a]pyridin-6-yl)-1H-indazol-3-yl)oxy)cyclohexan-1-amine CN(C1CCC(CC1)OC1=NNC2=CC(=C(C=C12)C)C=1C=C(C=2N(C1)N=CN2)C)C